6,6-dihydroxymethyl-5,6-dihydrobenzo[4,5]imidazo[1,2-c]quinazoline OCC1(NC2=CC=CC=C2C=2N1C1=C(N2)C=CC=C1)CO